2-(9-isopropyl-7,10-dioxo-6-(4-(trifluoromethyl)-benzyl)-2,6,9-triazaspiro[4.5]decan-2-yl)isonicotinonitrile C(C)(C)N1CC(N(C2(CCN(C2)C=2C=C(C#N)C=CN2)C1=O)CC1=CC=C(C=C1)C(F)(F)F)=O